F[C@@H]1C[C@H](NC1)CCNS(=O)(=O)C1=CC=CC=C1 N-(2-((2R,4R)-4-fluoropyrrolidin-2-yl)ethyl)benzenesulfonamide